CC1(N(CCN(C1)S(=O)(=O)C)C1=CC=2C(C=N1)=NN(C2)C=2C=C(C(=C(C2)O)F)C(F)(F)F)C 5-(5-(2,2-Dimethyl-4-(methylsulfonyl)piperazin-1-yl)-2H-pyrazolo[3,4-c]pyridine-2-yl)-2-fluoro-3-(trifluoromethyl)phenol